C1(CC1)C=1C=2N(C=C(C1)C(=O)N1[C@@H](C3=CC=CC=C3CC1)C)C=C(N2)C=2C=C1C=C(COC1=CC2F)C(=O)O 6-{8-Cyclopropyl-6-[(1R)-1-methyl-1,2,3,4-tetrahydroisoquinoline-2-carbonyl]imidazo[1,2-a]pyridin-2-yl}-7-fluoro-2H-chromene-3-carboxylic acid